2-(4-{[(3S)-1-methylpiperidin-3-yl]amino}phthalazin-1-yl)-5-(trifluoromethyl)phenol CN1C[C@H](CCC1)NC1=NN=C(C2=CC=CC=C12)C1=C(C=C(C=C1)C(F)(F)F)O